(4-(3-(4-(2-((tert-butoxycarbonyl)amino)acetyl)piperazin-1-yl)propoxy)phenyl)boronic acid C(C)(C)(C)OC(=O)NCC(=O)N1CCN(CC1)CCCOC1=CC=C(C=C1)B(O)O